ethyl 2,6-dichloro-5-(1,3-dioxolan-2-yl)pyrimidine-4-carboxylate ClC1=NC(=C(C(=N1)C(=O)OCC)C1OCCO1)Cl